CC=1C=NC=2N(C1)N=CC2NC(=O)C=2C=CC=1N(C2)C=CN1 N-(6-methylpyrazolo[1,5-a]Pyrimidin-3-yl)imidazo[1,2-a]Pyridine-6-carboxamide